(5-chloro-4-(5-carbonyl-2,5-dihydro-1H-1,2,4-triazol-3-yl)thiazol-2-yl)-1-(1-carbonyl-1,2-dihydroisoquinolin-5-yl)-5-(trifluoromethyl)-1H-pyrazole-4-carboxamide ClC1=C(N=C(S1)C1=NN(C(=C1C(=O)N)C(F)(F)F)C1=C2C=CNC(C2=CC=C1)=C=O)C=1NNC(N1)=C=O